C(C(O)CO)OC(CCCCCCCCCCCC)=O glyceryl-tridecanoate